FC=1C=C(C=CC1F)C=1C=C2C=CN(C2=C(C1)C(=O)N[C@H](C)C1=CC=C(C(=O)O)C=C1)CC1=CC=C(C=C1)C(F)(F)F (R)-4-(1-(5-(3,4-difluorophenyl)-1-(4-(trifluoromethyl)benzyl)-1H-indole-7-carboxamido)-ethyl)benzoic acid